C(=O)=C1NC=CC(=C1)NC(=O)C1=CC=C(C=C1)C(F)(F)F N-(2-carbonyl-1,2-dihydropyridin-4-yl)-4-(trifluoromethyl)benzeneFormamide